(R)-N-((1R,2R)-2-cyclopropoxy-1-(5-((S)-1-(1,3-dioxoisoindolin-2-yl)-2-methoxyethyl)-1-((2-(trimethylsilyl)ethoxy)methyl)-1H-benzo[d]imidazol-2-yl)propyl)-2-methylpropane-2-sulfinamide C1(CC1)O[C@@H]([C@@H](C1=NC2=C(N1COCC[Si](C)(C)C)C=CC(=C2)[C@@H](COC)N2C(C1=CC=CC=C1C2=O)=O)N[S@](=O)C(C)(C)C)C